O[C@H]1C[C@@H](N(C1)C([C@H](C(C)(C)C)N1N=NC(=C1)CCN1CC(CCC1)(C)O)=O)C(=O)NC (2R,4S)-4-hydroxy-1-[(2S)-2-[4-[2-(3-hydroxy-3-methyl-1-piperidyl)ethyl]triazol-1-yl]-3,3-dimethyl-butanoyl]-N-methyl-pyrrolidine-2-carboxamide